1-methyl-3,5-diphenylpyrazole CN1N=C(C=C1C1=CC=CC=C1)C1=CC=CC=C1